P(=O)(O)(O)O.FC(=C(OCC)F)F trifluoro ethoxy ethylene phosphate